ClC=1C=C(C=CC1)CCC(=O)Cl m-chlorophenylpropionyl chloride